dioctyltin bis(acetyl laurate) C(C)(=O)C(C(=O)[O-])CCCCCCCCCC.C(C)(=O)C(C(=O)[O-])CCCCCCCCCC.C(CCCCCCC)[Sn+2]CCCCCCCC